ClC1=CC=C(C=C1)C=1N=C2N(C=CC=N2)C1CN1CC2CCC(C1)N2C(=O)NCC2=C(C=CC=C2)C 3-{[2-(4-chlorophenyl)imidazo[1,2-a]pyrimidin-3-yl]methyl}-N-(2-methylbenzyl)-3,8-diaza-bicyclo[3.2.1]octane-8-carboxamide